5-(Chloromethyl)-1-(methoxymethyl)-4-methylimidazole ClCC1=C(N=CN1COC)C